N-(9,9-dimethyl-9H-fluoren-2-yl)dibenzofuran-3-amine CC1(C2=CC=CC=C2C=2C=CC(=CC12)NC=1C=CC2=C(OC3=C2C=CC=C3)C1)C